C(C1=CC=CC=C1)NC1=CC=C2C(NC(=NC2=C1)CSC1CCOCC1)=O 7-(Benzylamino)-2-(((tetrahydro-2H-pyran-4-yl)thio)methyl)quinazolin-4(3H)-one